5-(2-methyl-1-(tetrahydro-2H-pyran-4-yl)-1H-imidazo[4,5-b]pyridin-6-yl)-N-(trans-4-(4-methylpiperazin-1-yl)cyclohexyl)pyrrolo[2,1-f][1,2,4]triazin-2-amine CC=1N(C=2C(=NC=C(C2)C=2C=CN3N=C(N=CC32)N[C@@H]3CC[C@H](CC3)N3CCN(CC3)C)N1)C1CCOCC1